2-((S)-4-(7-(2-cyclopropylphenyl)-8-fluoro-2-(((2R,7aS)-2-fluorotetrahydro-1H-pyrrolizin-7a(5H)-yl)methoxy)pyrido[4,3-d]pyrimidin-4-yl)piperazin-2-yl)acetonitrile C1(CC1)C1=C(C=CC=C1)C1=C(C=2N=C(N=C(C2C=N1)N1C[C@@H](NCC1)CC#N)OC[C@]12CCCN2C[C@@H](C1)F)F